FC(C(=O)O)(F)F.FC(C=1C=C(C=NC1)C1(CC1)N)(F)F 1-[5-(Trifluoromethyl)pyridin-3-yl]cyclopropan-1-amine trifluoroacetate salt